(R)-5-(2-fluoro-3-methoxyphenyl)-1-(2-fluoro-6-(trifluoromethyl)benzyl)-6-methyl-3-(2-(2-oxopyrrolidin-1-yl)-2-phenylethyl)pyrimidine-2,4(1H,3H)-dione FC1=C(C=CC=C1OC)C=1C(N(C(N(C1C)CC1=C(C=CC=C1C(F)(F)F)F)=O)C[C@@H](C1=CC=CC=C1)N1C(CCC1)=O)=O